3-((4,4-bis((4,4,5,5,5-pentafluoropentyl)oxy)butanoyl)oxy)-2-(hydroxymethyl)propyl (9Z,12Z)-octadeca-9,12-dienoate C(CCCCCCC\C=C/C\C=C/CCCCC)(=O)OCC(COC(CCC(OCCCC(C(F)(F)F)(F)F)OCCCC(C(F)(F)F)(F)F)=O)CO